bis(trifluoroacetamide) lithium [Li].FC(C(=O)N)(F)F.FC(C(=O)N)(F)F